Methyl ((1R,3R)-3-(7-(3-methoxy-1-methyl-1H-pyrazol-4-yl)-3-methyl-2-oxo-8-phenyl-3,6-dihydroimidazo[4,5-d]pyrrolo[2,3-b]pyridin-1(2H)-yl)cyclopentyl)carbamate COC1=NN(C=C1C1=C(C=2C(=NC=C3C2N(C(N3C)=O)[C@H]3C[C@@H](CC3)NC(OC)=O)N1)C1=CC=CC=C1)C